(1R)-1-(2,5-difluoro-3-pyridinyl)ethanol FC1=NC=C(C=C1[C@@H](C)O)F